5-chloro-1'-[2-(4-nitrophenoxy)ethyl]-1,2-dihydrospiro[indole-3,4'-piperidin]-2-one ClC=1C=C2C(=CC1)NC(C21CCN(CC1)CCOC1=CC=C(C=C1)[N+](=O)[O-])=O